ClCC1=NC(=NC=C1)[C@@]1(C[C@H](CC1)NS(=O)(=O)C)CC=1C=C(C=CC1)C1=CC(=CC=C1)O N-((1S,3R)-3-(4-(chloromethyl)pyrimidin-2-yl)-3-((3'-hydroxy-[1,1'-biphenyl]-3-yl)methyl)cyclopentyl)methanesulfonamide